1-[4-[3-(3-Hydroxy-4-methoxyphenyl)prop-2-enoyl]phenyl]-3-(4-hydroxyphenyl)prop-2-en-1-one OC=1C=C(C=CC1OC)C=CC(=O)C1=CC=C(C=C1)C(C=CC1=CC=C(C=C1)O)=O